8-(dibenzothiophen-4-yl)-4-phenyl-2-(9'-phenyl-3,3'-bi-9H-carbazol-9-yl)-[1]benzofuro[3,2-d]pyrimidine C1=CC=C(C=2SC3=C(C21)C=CC=C3)C=3C=CC2=C(C3)C=3N=C(N=C(C3O2)C2=CC=CC=C2)N2C3=CC=CC=C3C=3C=C(C=CC23)C=2C=CC=3N(C1=CC=CC=C1C3C2)C2=CC=CC=C2